5-((4-(4-((1-(4-(2,4-dioxotetrahydropyrimidin-1(2H)-yl)-2-methylphenyl)piperidin-4-yl)methyl)piperazin-1-yl)-3-fluorophenyl)amino)-3-(piperidin-1-yl)-1,2,4-triazine-6-carboxamide O=C1N(CCC(N1)=O)C1=CC(=C(C=C1)N1CCC(CC1)CN1CCN(CC1)C1=C(C=C(C=C1)NC=1N=C(N=NC1C(=O)N)N1CCCCC1)F)C